FC1=C(C=C(C=C1)O)C(=O)N1CC2(C1)CC(C2)C2=CC=NN2C2=C(C=CC=C2)C (2-fluoro-5-hydroxyphenyl)(6-(1-(o-tolyl)-1H-pyrazol-5-yl)-2-azaspiro[3.3]heptan-2-yl)methanone